N1(N=CC=C1)C1=NC=CC=C1 2-(1H-pyrazol-1-yl)pyridin